BrC1=CC=C(C=C1)C1=NC(=NC(=N1)C1=CC=CC=C1)C1=CC=CC=C1 2-4-bromophenyl-4,6-diphenyl-1,3,5-triazine